L-4-amino-3,5,6-trichloropicolinic acid NC1=C(C(=NC(=C1Cl)Cl)C(=O)O)Cl